N-(3-((5-(5,6-difluoropyridin-3-yl)-2-((1-methyl-1H-pyrazol-4-yl)amino)pyrimidin-4-yl)amino)-4-fluorophenyl)acrylamide FC=1C=C(C=NC1F)C=1C(=NC(=NC1)NC=1C=NN(C1)C)NC=1C=C(C=CC1F)NC(C=C)=O